(Z)-2-isopropoxy-5-(3-(1-((2-methoxyethoxy)imino)-2,3-dihydro-1H-inden-4-yl)-1,2,4-oxadiazol-5-yl)benzonitrile C(C)(C)OC1=C(C#N)C=C(C=C1)C1=NC(=NO1)C1=C2CC/C(/C2=CC=C1)=N/OCCOC